FC1(OC2=C(O1)C=CC(=C2)C(C)C2(COC2)C2=NC=CC(=C2)B(O)O)F [2-[3-[1-(2,2-difluoro-1,3-benzodioxol-5-yl)ethyl]oxetan-3-yl]-4-pyridinyl]boronic acid